tert-butyl (2S)-2-(3-acetyl-4-chloro-2-hydroxybenzenesulfonamido)-3-(6-fluoro-2,3-dimethylphenyl)butanoate C(C)(=O)C=1C(=C(C=CC1Cl)S(=O)(=O)N[C@H](C(=O)OC(C)(C)C)C(C)C1=C(C(=CC=C1F)C)C)O